3-(α,α-dimethylbenzyl)-5-methyl-salicylic acid CC(C1=CC=CC=C1)(C)C1=C(C(C(=O)O)=CC(=C1)C)O